C1(=CC=CC=C1)C1=CC2=C(N=CC=3N2C(=NN3)C3CCOCC3)C=N1 8-phenyl-1-(tetrahydro-2H-pyran-4-yl)pyrido[3,4-e][1,2,4]triazolo[4,3-a]pyrazine